5-bromo-1-((2-(trimethylsilyl)ethoxy)methyl)-1H-indazole-7-carbonitrile BrC=1C=C2C=NN(C2=C(C1)C#N)COCC[Si](C)(C)C